(S)-2-(1-(7-(((6-(5,8,11,14-tetraoxa-2-azahexadecan-16-yloxy)pyridin-3-yl)methyl)amino)-3-ethylpyrazolo[1,5-a]pyrimidin-5-yl)piperidin-2-yl)ethanol CNCCOCCOCCOCCOCCOC1=CC=C(C=N1)CNC1=CC(=NC=2N1N=CC2CC)N2[C@@H](CCCC2)CCO